sodium monohydroxybenzylpropenoic acid OC=C(C(=O)O)CC1=CC=CC=C1.[Na]